FC=1C(=C(C=CC1)O)C(F)(F)F 3-fluoro-2-(trifluoromethyl)phenol